NC=1C(=C(C(=O)OC)C=CC1C(C(OC)OC)NS(=O)(=O)C)C methyl 3-amino-4-[2,2-dimethoxy-1-(methylsulfonylamino) ethyl]-2-methylbenzoate